thiazolidine 1,1-dioxide hydrochloride Cl.S1(CNCC1)(=O)=O